COC(\C=C\C1=C(NC2=C(C=C(C=C12)F)F)C1=CC=C(C=C1)F)=O.C(C)C1(COC1)COCC1=C(C=CC=C1)COCC1(COC1)CC bis[(3-ethyl-3-oxetanylmethoxy)methyl]Benzene methyl-(E)-3-[5,7-difluoro-2-(4-fluorophenyl)-1H-indol-3-yl]prop-2-enoate